tris(tetramethylcyclopentadienyl)lanthanum(III) CC1[C-]=C(C(=C1C)C)C.CC1[C-]=C(C(=C1C)C)C.CC1[C-]=C(C(=C1C)C)C.[La+3]